tri-n-butyl-(2-hydroxyethyl)ammonium C(CCC)[N+](CCO)(CCCC)CCCC